4-oxoazepane O=C1CCNCCC1